O=C1NC(CCC1N1C(OC2=C1C=CC(=C2)C=2CCN(CC2)C(=O)OC(C)(C)C)=O)=O tert-butyl 4-[3-(2,6-dioxo-3-piperidyl)-2-oxo-1,3-benzoxazol-6-yl]-3,6-dihydro-2H-pyridine-1-carboxylate